BrC1=CC=C(C=C1)N1N=CC2=CC(=C(C=C12)OC)F 1-(4-Bromophenyl)-5-fluoro-6-methoxy-1H-indazole